4-Chloro-5-[4-[4-fluoro-2-(trifluoromethyl)phenoxy]-1-methyl-2-oxo-1h,2h,5h,6h,7h,8h-pyrido[3,4-d]pyrimidin-7-yl]-2,3-dihydropyridazin-3-one ClC=1C(NN=CC1N1CC=2N(C(N=C(C2CC1)OC1=C(C=C(C=C1)F)C(F)(F)F)=O)C)=O